ClCC(=O)NC1=CC(=NC=C1Cl)C=C 2-chloro-N-(5-chloro-2-vinylpyridin-4-yl)acetamide